4-amino-2-fluoro-benzoate NC1=CC(=C(C(=O)[O-])C=C1)F